ClC=1C(=C2C=NNC2=CC1C)C=1C(=NN(C1C)C1CC2(CN(C2)C(C=C)=O)C1)N1C(CC(CC1)N1CC(C1)OC)(C)C 1-(6-(4-(5-chloro-6-methyl-1H-indazol-4-yl)-3-(4-(3-methoxyazetidin-1-yl)-2,2-dimethylpiperidin-1-yl)-5-methyl-1H-pyrazol-1-yl)-2-azaspiro[3.3]hept-2-yl)prop-2-en-1-one